1-((6-chloro-4-(trifluoromethyl)pyridin-3-yl)methyl)-4-ethylpiperazine ClC1=CC(=C(C=N1)CN1CCN(CC1)CC)C(F)(F)F